COC(CC1=CC=C(C=C1)NC(CN(CC)CC)=O)=O [4-(2-Diethylamino-acetylamino)-phenyl]-acetic acid methyl ester